C1=CC=CC=2C3=CC=CC=C3N(C12)C1=C(C#N)C(=CC(=C1C#N)N1C2=CC=CC=C2C=2C=CC=CC12)N1C2=CC=CC=C2C=2C=CC=CC12 2,4,6-tris(9-carbazolyl)-isophthalonitrile